8-(6-((dimethylamino)methyl)-5-fluoro-4-methylpyridin-3-yl)-5-(((5-fluoro-2,3-dihydrobenzofuran-4-yl)methyl)amino)imidazo[1,2-c]pyrimidine-2-carbonitrile CN(C)CC1=C(C(=C(C=N1)C=1C=2N(C(=NC1)NCC1=C(C=CC3=C1CCO3)F)C=C(N2)C#N)C)F